C(CCC)N1C(=NC2=C1C=C(C=C2)C)C2=CC=C(C=C2)NC(CC2=CC=C(C=C2)S(=O)(=O)CC)=O N-(4-(1-butyl-6-methyl-1H-benzo[d]imidazol-2-yl)phenyl)-2-(4-(ethylsulfonyl)phenyl)acetamide